N-{3-[4-(benzothiazol-2-yl)-6-oxo-1,6-dihydropyrimidin-2-yl]-2,4-difluorobenzyl}isobutyramide S1C(=NC2=C1C=CC=C2)C=2N=C(NC(C2)=O)C=2C(=C(CNC(C(C)C)=O)C=CC2F)F